ClC=1C(=NC=CC1)N1N=C(C=C1C(=O)O)OCC(F)(F)F 1-(3-chloro-2-pyridyl)-3-(2,2,2-trifluoroethoxy)-1H-pyrazole-5-carboxylic acid